α,α-diphenyl-4-piperidinemethanol C1(=CC=CC=C1)C(O)(C1CCNCC1)C1=CC=CC=C1